BrC=1C=C(C=CC1Cl)C(CN(C(OC(C)(C)C)=O)C1CCC(CC1)NC(=O)OC(C)(C)C)C1=CC=CC=C1 tert-butyl (2-(3-bromo-4-chlorophenyl)-2-phenylethyl)((1r,4r)-4-((tertbutoxycarbonyl)amino)cyclohexyl)carbamate